(R)-N-(2-(difluoromethoxy)-4-((S)-2,4-dimethylpiperazin-1-yl)phenyl)-9-methyl-6-oxo-6,7,8,9-tetrahydropyrido[3',2':4,5]pyrrolo[1,2-a]pyrazine-2-carboxamide FC(OC1=C(C=CC(=C1)N1[C@H](CN(CC1)C)C)NC(=O)C=1C=CC=2C=C3N([C@@H](CNC3=O)C)C2N1)F